N-(4-(hydroxymethyl)-6-(4-methyl-1H-imidazol-1-yl)pyridin-2-yl)-4-phenyl-picolinamide OCC1=CC(=NC(=C1)N1C=NC(=C1)C)NC(C1=NC=CC(=C1)C1=CC=CC=C1)=O